FC(C(=O)O)(F)F.COC1=C(C=CC=C1C(F)(F)F)NC1=CC(=NC=2C=CNC(C12)=O)NC(=O)C1CC1 N-(4-((2-Methoxy-3-(trifluoromethyl)phenyl)amino)-5-oxo-5,6-dihydro-1,6-naphthyridin-2-yl)cyclopropanecarboxamide Trifluoroacetic Acid Salt